ethanesulfonic acid-hydrate O.C(C)S(=O)(=O)O